C(C)(C)(C)OC(=O)NC1(CC2=CC(=CC=C2CC1)OC1=NC=CC=C1C1=CC=CC=C1)C(=O)OC methyl 2-((tert-butoxycarbonyl) amino)-7-((3-phenylpyridin-2-yl) oxy)-1,2,3,4-tetrahydronaphthalene-2-carboxylate